Tert-butyl (1R,5S)-3-(6,7-dichloro-2-((tetrahydro-1H-pyrrolizin-7a(5H)-yl) methoxy) pyrido[2,3-d]pyrimidin-4-yl)-3,8-diazabicyclo[3.2.1]octane-8-carboxylate ClC1=CC2=C(N=C(N=C2N2C[C@H]3CC[C@@H](C2)N3C(=O)OC(C)(C)C)OCC32CCCN2CCC3)N=C1Cl